OC=1C=C(C(=O)O[C@H]2[C@@H](OC3=CC(=CC(=C3C2)O)O)C2=CC(=C(C(=C2)O)O)O)C=CC1O (2S,3R)-5,7-dihydroxy-2-(3,4,5-trihydroxyphenyl)chroman-3-yl 3,4-dihydroxybenzoate